F[C@H]1CN(CC[C@H]1NC1=C2C=C(N(C2=CC=C1)CC(F)(F)F)C1=NOC(=N1)CNC(=O)C1=CN(C=C1)C(COC)C)C N-{[3-(4-{[(3S,4R)-3-fluoro-1-methylpiperidin-4-yl]amino}-1-(2,2,2-trifluoroethyl)-1H-indol-2-yl)-1,2,4-oxadiazol-5-yl]methyl}-1-(1-methoxypropan-2-yl)-1H-pyrrole-3-carboxamide